benzyl 1-oxo-8-azaspiro[4.5]dec-2-ene-8-carboxylate O=C1C=CCC12CCN(CC2)C(=O)OCC2=CC=CC=C2